NC1=C(SC2=NC(=CC=C21)C)C(=O)N[C@@H]2CC=1C=CC(=NC1CC2)N2CC1(OCCO1)[C@H](C2)N 3-amino-N-[(6S)-2-[(9S)-9-amino-1,4-dioxa-7-azaspiro[4.4]nonan-7-yl]-5,6,7,8-tetrahydroquinolin-6-yl]-6-methylthieno[2,3-b]pyridine-2-carboxamide